1-[(3R)-3-{4-amino-3-[5-cyclopropyl-4-(pyridin-2-yl)-1,2-oxazol-3-yl]-1H-pyrazolo[3,4-d]pyrimidin-1-yl}piperidin-1-yl]propan-1-one NC1=C2C(=NC=N1)N(N=C2C2=NOC(=C2C2=NC=CC=C2)C2CC2)[C@H]2CN(CCC2)C(CC)=O